3-(3-Amino-2,6-difluorophenyl)-N,1-dimethyl-2-oxoimidazo[1,5-a]pyrimidine-8-carboxamide NC=1C(=C(C(=CC1)F)C=1C(N(C=2N(C1)C=NC2C(=O)NC)C)=O)F